tert-butyl 4-[(2-[3-[1-(2,6-dioxopiperidin-3-yl)-3-methyl-2-oxo-1,3-benzodiazol-5-yl]propoxy]ethoxy) methyl]piperidine-1-carboxylate O=C1NC(CCC1N1C(N(C2=C1C=CC(=C2)CCCOCCOCC2CCN(CC2)C(=O)OC(C)(C)C)C)=O)=O